ClC=1C=C(C=CC1)C(CC1=NC(=NC=C1)Cl)=O 1-(3-Chloro-phenyl)-2-(2-chloro-pyrimidin-4-yl)-ethanone